1-(cyclopropylmethyl)-5,6-dimethoxy-1H-indole-2-carbaldehyde C1(CC1)CN1C(=CC2=CC(=C(C=C12)OC)OC)C=O